N[C@H]1CC=CC[C@@H]1C1=C(C2=NC(=CC(=C2S1)NCC=1SC=CC1)Cl)C#CC[C@@H](CO)O (S)-5-(2-((1S,6S)-6-aminocyclohex-3-en-1-yl)-5-chloro-7-((thiophen-2-ylmethyl)amino)thieno[3,2-b]pyridin-3-yl)pent-4-yne-1,2-diol